1,3,6,8-tetramethyl-2,4,7-trioxo-1,2,3,4,7,8-hexahydropyrido[2,3-d]pyrimidin-5-yl 4-methylbenzenesulfonate CC1=CC=C(C=C1)S(=O)(=O)OC1=C(C(N(C=2N(C(N(C(C21)=O)C)=O)C)C)=O)C